C(C=C)(=O)NCC1CCNC=2N1N=C(C2C(=O)N)C2=CC=C(C=C2)OCC2=CC=CC=C2 7-(acrylamidomethyl)-2-(4-(benzyloxy)phenyl)-4,5,6,7-tetrahydropyrazolo[1,5-a]pyrimidine-3-carboxamide